2-{[4-(1H-benzo[d]imidazol-2-yl)piperidin-1-yl]methyl}-4-benzyl-1,4-oxazepane N1C(=NC2=C1C=CC=C2)C2CCN(CC2)CC2OCCCN(C2)CC2=CC=CC=C2